D-4-hydroxy-2-(4-methoxybenzyl)-1H-isoindole-1,3(2H)-dione OC1=C2C(N(C(C2=CC=C1)=O)CC1=CC=C(C=C1)OC)=O